NC1=C(C=CC=C1)C1=C(C=CC=C1)[Pd+] (2'-Amino-1,1'-biphenyl-2-yl)palladium(II)